tert-butyl ((1-(5-((2-(azetidin-3-ylamino)-3-chloropyridin-4-yl)thio)pyrazin-2-yl)-4-methylpiperidin-4-yl) methyl)carbamate N1CC(C1)NC1=NC=CC(=C1Cl)SC=1N=CC(=NC1)N1CCC(CC1)(C)CNC(OC(C)(C)C)=O